COC1=C(C=CC=C1)CCC=1C=C2C(=CC(=NC2=CC1)N(CC(=O)O)C)C1=CC=CC=C1 2-({6-[2-(2-methoxyphenyl)ethyl]-4-phenylquinolin-2-yl}(methyl)amino)acetic acid